C(=O)(OC(C)(C)C)N1C(CNCC1)C 1-boc-2-methylpiperazine